4-[bromo(difluoro)methoxy]-2-(4-bromo-2-methyl-pyrazol-3-yl)-6-(cyclopropoxy)benzonitrile BrC(OC1=CC(=C(C#N)C(=C1)OC1CC1)C=1N(N=CC1Br)C)(F)F